C(C)(=O)C1=NC=CC=C1N1CC=CC=C1 N-(2-acetylpyridinyl)pyridine